tetracarbonyl-nickel (0) C(=O)=[Ni](=C=O)(=C=O)=C=O